C1=CC=CC=2C=CC=3CC=4C=CC=CC4C3C21 7H-benzo[c]-fluorene